NCC1=NC2=CC(=CC=C2C(N1)=O)C=1C=NN(C1C1=C(C#N)C(=CC(=C1F)Cl)N1CC(C1)(F)F)C 2-(4-(2-(aminomethyl)-4-oxo-3,4-dihydroquinazolin-7-yl)-1-methyl-1H-pyrazol-5-yl)-4-chloro-6-(3,3-difluoroazetidin-1-yl)-3-fluorobenzonitrile